O1CCN(CC1)C1=NC=2N(C(=C1)N(CCO)CCCCC)N=CN2 5-morpholino-7-[N-amyl-N-(beta-hydroxyethyl)amino]-s-triazolo-[1,5-a]pyrimidine